C(C)(C)OC(=O)N1C(=CC(=C1)Br)C(C(C)C)=NNC(=O)C(C)C 4-bromo-2-(1-(2-(isopropylcarbonyl)hydrazono)-2-methylpropyl)-1H-pyrrole-1-carboxylic acid isopropyl ester